C(#N)C=1C=C(C=CC1F)NC(C1=C(N=C(C=C1)C(F)(F)F)OC1=C(C=C(C=C1)F)C)=O N-(3-cyano-4-fluorophenyl)-2-(4-fluoro-2-methylphenoxy)-6-(trifluoromethyl)nicotinamide